C1=CC=CC=2C3=CC=CC=C3C(C12)COC(=O)NCCOCCC(=O)O 3-(2-{[(9H-fluoren-9-ylmethoxy)carbonyl]-amino}ethoxy)propanoic acid